COC1=C(C(=CC=C1)OC)C(/C=C/C1=CC(=C(OC(C(=O)O)(C)C)C=C1)C=1SC=CC1)=O 2-[4-[(E)-3-(2,6-Dimethoxyphenyl)-3-oxoprop-1-enyl]-2-thiophen-2-ylphenoxy]-2-methylpropanoic acid